3-{4-[(2-azidoethyl)amino]-1,2,5-oxadiazol-3-yl}-4-(3-bromo-4-fluorophenyl)-1,2,4-oxadiazol-5(4H)-one N(=[N+]=[N-])CCNC=1C(=NON1)C1=NOC(N1C1=CC(=C(C=C1)F)Br)=O